C(C1=CC=CC=C1)N1S(NC[C@H]1C(=O)OC)(=O)=O methyl (3S)-2-benzyl-1,1-dioxo-1,2,5-thiadiazolidine-3-carboxylate